ethyl 1-{2-[(tert-butoxycarbonyl)amino]pyridin-4-yl}-6-chloro-7-fluoro-4-oxoquinoline-3-carboxylate C(C)(C)(C)OC(=O)NC1=NC=CC(=C1)N1C=C(C(C2=CC(=C(C=C12)F)Cl)=O)C(=O)OCC